C(C)(C)OC=1C(=NC(=CC1)C(F)(F)F)C1=CC=C(C=C1)CO {4-[3-isopropoxy-6-(trifluoromethyl)pyridin-2-yl]phenyl}methanol